CNCCCCNC dimethyltetramethylenediamine